Thiazolo[4,5-b]pyridin-6-yl 3-azido-3-deoxy-2-O-methyl-1-thio-α-D-galactopyranoside N(=[N+]=[N-])[C@@H]1[C@H]([C@@H](SC=2C=C3C(=NC2)N=CS3)O[C@@H]([C@@H]1O)CO)OC